1-(4-(2-methoxy-1-naphthoyl)piperidin-1-yl)ethanone COC1=C(C2=CC=CC=C2C=C1)C(=O)C1CCN(CC1)C(C)=O